4,4-bis((7,7,8,8,8-pentafluorooctyl)oxy)butanoic acid FC(CCCCCCOC(CCC(=O)O)OCCCCCCC(C(F)(F)F)(F)F)(C(F)(F)F)F